6-(2-methoxyphenyl)-2,3,4-triphenylpyridine COC1=C(C=CC=C1)C1=CC(=C(C(=N1)C1=CC=CC=C1)C1=CC=CC=C1)C1=CC=CC=C1